C(=O)(O)[C@H](CC(=O)C1=CC2=C(C=C(C3=C2N=C(O3)CCCOC=3C(=CC2=C(SC(=C2)C(C[C@@H](C(=O)O)C)=O)C3)OC)OC)S1)C (S)-4-(6-(3-(7-((S)-3-carboxybutanoyl)-4-methoxythieno[2',3':5,6]benzo[1,2-d]oxazol-2-yl)propoxy)-5-methoxybenzo[b]thiophen-2-yl)-2-methyl-4-oxobutanoic acid